furantetracarboxylic acid tetrachloride O1C(=C(C(=C1C(=O)Cl)C(=O)Cl)C(=O)Cl)C(=O)Cl